CN1N=NC(=C1NC(O[C@H](C)C=1C(=NC=CC1)Cl)=O)C1=NC=C(C=C1)NC(=O)C1CC2(C1)CCC2 (R)-1-(2-chloropyridin-3-yl)ethyl (1-methyl-4-(5-(spiro[3.3]heptane-2-carboxamido)pyridin-2-yl)-1H-1,2,3-triazol-5-yl)carbamate